Cl.C1N(CC12CCNCC2)C2=NC=NC=C2OC2=C(C(=O)N(C1=CC=CC=C1)C(C)C)C=C(C=C2)F 2-((4-(2,7-Diazaspiro[3.5]non-2-yl)pyrimidin-5-yl)oxy)-5-fluoro-N-isopropyl-N-phenylbenzamide hydrochloride